N-(3-bromobenzyl)-3-(8-methyl-4-oxo-4,5-dihydro-3H-pyrimido[5,4-b]indol-3-yl)propanamide BrC=1C=C(CNC(CCN2C=NC3=C(NC=4C=CC(=CC34)C)C2=O)=O)C=CC1